tert-butyl (1-(2-chloro-6-(6-(3-((4-methyl-4H-1,2,4-triazol-3-yl)methyl)oxetan-3-yl)-1-oxoisoindolin-2-yl)pyridin-4-yl)-5,8,11-trioxa-2-azatridecan-13-yl)carbamate ClC1=NC(=CC(=C1)CNCCOCCOCCOCCNC(OC(C)(C)C)=O)N1C(C2=CC(=CC=C2C1)C1(COC1)CC1=NN=CN1C)=O